(1S,5R)-1-(5-bromo-2-fluorophenyl)-4-cyano-3-azabicyclo[3.1.0]hexane-3-carboxylic acid tert-butyl ester C(C)(C)(C)OC(=O)N1C[C@]2(C[C@H]2C1C#N)C1=C(C=CC(=C1)Br)F